(3,4-dihydroxy-5-oxo-2,5-dihydrofuran-2-yl) ethane-1,2-diylbis(phenylcarbamate) C(CN(C([O-])=O)C1=CC=CC=C1)N(C(OC1OC(C(=C1O)O)=O)=O)C1=CC=CC=C1